OCC1=CC=C(O1)C=NO 5-(Hydroxymethyl)-furan-2-carbaldehyd-oxim